2-ACETYLPHENOXYACETIC ACID C(C)(=O)C1=C(OCC(=O)O)C=CC=C1